(2-methylpentamethylene)diamine CC(CN)CCCN